methyl 2-(2-chloro-3,5-difluoro-phenoxy)acetate ClC1=C(OCC(=O)OC)C=C(C=C1F)F